ClC=1C=CC(=C(C1)C1=CC(N(C=C1OC)C(C(=O)O)CCOC)=O)C=1C=NN(C1)C(F)F 2-[4-{5-chloro-2-[1-(difluoromethyl)-1H-pyrazol-4-yl]phenyl}-5-methoxy-2-oxopyridin-1(2H)-yl]-4-methoxybutyric acid